(1-(9-ethyl-9H-carbazol-3-yl)-5-phenyl-1H-1,2,3-triazol-4-yl)(furan-2-yl)methanol C(C)N1C2=CC=CC=C2C=2C=C(C=CC12)N1N=NC(=C1C1=CC=CC=C1)C(O)C=1OC=CC1